6-(3-((Benzyloxy)methyl)-4-ethyl-5-oxo-4,5-dihydro-1H-1,2,4-triazol-1-yl)-4-methyl-2-((1,1,1-trifluoropropan-2-yl)oxy)nicotinamide C(C1=CC=CC=C1)OCC1=NN(C(N1CC)=O)C1=NC(=C(C(=O)N)C(=C1)C)OC(C(F)(F)F)C